(R)-5-(5-(1-(3,5-dichloropyridin-4-yl)ethoxy)-1H-indazol-3-yl)-2-(3,3-difluoroazetidin-1-yl)nicotinonitrile ClC=1C=NC=C(C1[C@@H](C)OC=1C=C2C(=NNC2=CC1)C=1C=NC(=C(C#N)C1)N1CC(C1)(F)F)Cl